[3-(2-chloro-4-propylsulfonyl-phenyl)azetidin-1-yl]-[(3S)-3-(1H-triazol-5-yl)pyrrolidin-1-yl]methanone ClC1=C(C=CC(=C1)S(=O)(=O)CCC)C1CN(C1)C(=O)N1C[C@H](CC1)C1=CN=NN1